N-(3-(5-chloro-1H-indol-3-yl)propyl)-4-(3-(4,4-difluoropiperidin-1-yl)propoxy)benzenesulfonamide ClC=1C=C2C(=CNC2=CC1)CCCNS(=O)(=O)C1=CC=C(C=C1)OCCCN1CCC(CC1)(F)F